O1C(COCC1)=O 1,4-dioxane-2-one